NC1=CC=C(OC2=CC=C(C=C2)C(C)(C)C2=CC=C(C=C2)OC2=CC=C(C=C2)N)C=C1 (2,2-bis[4-(4-aminophenoxy)phenyl])Propane